tert-butyl 4-(7-((5-((4-([1,1'-biphenyl]-3-yl)-5-chloropyrimidin-2-yl)amino)pyridin-3-yl)amino)-7-oxoheptyl)piperazine-1-carboxylate C1(=CC(=CC=C1)C1=NC(=NC=C1Cl)NC=1C=C(C=NC1)NC(CCCCCCN1CCN(CC1)C(=O)OC(C)(C)C)=O)C1=CC=CC=C1